Cl.Cl.N1=CN=CC2=C1CCNC2 5,6,7,8-tetrahydropyrido[4,3-d]pyrimidine dihydrochloride